5-bromo-6-(2-imidazoline-2-yl-amino)quinoxaline BrC1=C2N=CC=NC2=CC=C1NC=1NCCN1